O=C1C=C(N(C2=NC=CC=C12)C1=C(C=C(C=C1F)F)F)C(=O)N 4-oxo-1-(2,4,6-trifluorophenyl)-1,4-dihydro-1,8-naphthyridine-carboxamide